[O-]P([O-])(=O)OP(=O)([O-])OP(=O)([O-])[O-] 5Z-5Z-triphosphate